CC1([C@H](C1)C(=O)N1CC2(C1)CN(C[C@H]2C(=O)O)C(=O)C2=C(N=C(S2)C)C)C (S)-2-((S)-2,2-dimethylcyclopropane-1-carbonyl)-6-(2,4-dimethylthiazole-5-carbonyl)-2,6-diazaspiro[3.4]octane-8-carboxylic acid